Cl.N[C@H](\C=C(\C(=O)OCC)/F)C[C@H]1C(NCC1)=O ethyl (Z,4S)-4-amino-2-fluoro-5-[(3S)-2-oxopyrrolidin-3-yl]pent-2-enoate hydrochloride